NC1=C2C(=NC=N1)N(N=C2C=2C=CC(=C(C#N)C2)OC(C)C)[C@@H](C)C=2C=C1N(C(C2C2=CC(=CC=C2)F)=O)C(=CS1)C (S)-5-(4-amino-1-(1-(6-(3-fluorophenyl)-3-methyl-5-oxo-5H-thiazolo[3,2-a]pyridin-7-yl)ethyl)-1H-pyrazolo[3,4-d]pyrimidin-3-yl)-2-isopropoxybenzonitrile